Di-hydro-9-oxa-10-phosphaphenanthrene-10-oxide C1CCC=C2C3=CC=CC=C3OP(=C12)=O